manganese(II) propanesulfonate C(CC)S(=O)(=O)[O-].[Mn+2].C(CC)S(=O)(=O)[O-]